[Si](C)(C)(C(C)(C)C)OCCOC1C(C1)CO 1-(2-((tert-butyldimethylsilyloxy)ethoxy)cyclopropyl)methanol